OCC1=C(C=CC=C1)C(CCCC)O [2-(hydroxymethyl)phenyl]-1-pentanol